C(CCCCCCCCCCCCCCCCCCCCC)C(=O)CCCCCCCCCCCCCC myristyl behenyl ketone